N[C@H]1CC[C@@H](N(C1)C(=O)N1CC2(CCCC2)[C@@H](CC1)CN1C=NC(=CC1=O)C1=CC=CC=C1)C1=CC=CC=C1 3-(((R)-7-((2R,5S)-5-amino-2-phenylpiperidine-1-carbonyl)-7-azaspiro[4.5]decan-10-yl)methyl)-6-phenylpyrimidin-4(3H)-one